FC=1C=C(C=CC1)C(C(=O)NC=1SC=CN1)N1COC2=C(C1=O)C=C(C=C2)C2=CC=C(C=C2)N2CCN(CC2)C 2-(3-Fluorophenyl)-2-(6-(4-(4-methylpiperazin-1-yl)phenyl)-4-oxo-2H-benzo[e][1,3]oxazin-3(4H)-yl)-N-(thiazol-2-yl)acetamide